(Cyclopentyloxy)-3,4,5,6-tetrafluoro-N-(3-fluoro-4-methoxyphenyl)benzenesulfonamide C1(CCCC1)OC1=C(C(=C(C(=C1F)F)F)F)S(=O)(=O)NC1=CC(=C(C=C1)OC)F